BrC1=CC=C(C=C1)C1(C2=CC=CC=C2C=2C=CC=CC12)C1=CC=CC=C1 9-(4-bromophenyl)-9-phenyl-9H-fluorene